C1NCC12CC(C2)NS(=O)(=O)C2=CC(=CC=C2)C(F)(F)F N-(2-Azaspiro[3.3]heptan-6-yl)-3-(trifluoromethyl)benzenesulfonamide